2-chloro-9-(4-(1-isopropyl-4-(trifluoromethyl)-1H-imidazol-2-yl)benzyl)-8-(1-((2-(trimethylsilyl)ethoxy)methyl)-1H-pyrazol-3-yl)-9H-purine ClC1=NC=C2N=C(N(C2=N1)CC1=CC=C(C=C1)C=1N(C=C(N1)C(F)(F)F)C(C)C)C1=NN(C=C1)COCC[Si](C)(C)C